N,N-Dimethylpyrrolidin-3-amine CN(C)C1CCNC1